C(CCCCCC[Se][Se]CCCCCCC(=O)O)(=O)O 7,7'-diselenodiheptanoic acid